ClC1=CC=2C3=C(C=NC2C=C1)N=C(N3[C@H]3C[C@H](OCC3)C)CC(=O)[O-].[Li+] Lithium 2-(8-chloro-1-((2R,4R)-2-methyltetrahydro-2H-pyran-4-yl)-1H-imidazo[4,5-c]quinolin-2-yl)acetate